2-[(2S)-6-azido-2-({[(9H-fluoren-9-yl)methoxy]carbonyl}amino)hexanamido]acetic acid N(=[N+]=[N-])CCCC[C@@H](C(=O)NCC(=O)O)NC(=O)OCC1C2=CC=CC=C2C=2C=CC=CC12